Ethylene-Dimethacrylate C(CC=C(C(=O)[O-])C)C=C(C(=O)[O-])C